5-(2-(2-(2-isopropylphenyl)pyrrolidin-1-yl)-7-azaspiro[3.5]nonane-7-yl)picolinamide C(C)(C)C1=C(C=CC=C1)C1N(CCC1)C1CC2(C1)CCN(CC2)C=2C=CC(=NC2)C(=O)N